2',2'''-(propane-1,3-diylbis(oxy))bis(3-(2,7-diethyl-9H-carbazol-9-yl)-5'-fluoro-3'-methyl-5-(2,4,4-trimethylpentan-2-yl)-[1,1-biphenyl]-2-ol) C(CCOC1=C(C=C(C=C1C)F)C=1C(=C(C=C(C1)C(C)(CC(C)(C)C)C)N1C2=CC(=CC=C2C=2C=CC(=CC12)CC)CC)O)OC1=C(C=C(C=C1C)F)C=1C(=C(C=C(C1)C(C)(CC(C)(C)C)C)N1C2=CC(=CC=C2C=2C=CC(=CC12)CC)CC)O